tert-butyl 3-[[[3-cyano-2-(2-furyl)pyrazolo[1,5-a]pyrimidin-5-yl]amino]methyl]piperidine-1-carboxylate C(#N)C=1C(=NN2C1N=C(C=C2)NCC2CN(CCC2)C(=O)OC(C)(C)C)C=2OC=CC2